1-(7-isopropyl-1,4-dimethyl-azulen-2-yl)-1H-indole-3-methanol C(C)(C)C1=CC=C(C2=CC(=C(C2=C1)C)N1C=C(C2=CC=CC=C12)CO)C